BrCC1=CC=C(C=C1)OC1=CC=CC=C1 1-(Bromomethyl)-4-phenoxy-benzene